4-Isopropyl-5-(4,4,5,5-tetramethyl-1,3,2-dioxaborolan-2-yl)thiazole C(C)(C)C=1N=CSC1B1OC(C(O1)(C)C)(C)C